N-(1-(methyl-d3)-3-(((2S,3R)-2-methyloxetan-3-yl)oxy)-1H-pyrazol-4-yl)formamide C(N1N=C(C(=C1)NC=O)O[C@H]1[C@@H](OC1)C)([2H])([2H])[2H]